C(C)(=O)OC1C(OCC1)CO (hydroxymethyl)tetrahydrofuran-3-yl acetate